(S)-N-(5-chloro-4-(5,5-dimethyl-5,6-dihydro-4H-pyrrolo[1,2-b]pyrazol-3-yl)pyridin-2-yl)-2-(6-cyanopyridin-2-yl)propanamide ClC=1C(=CC(=NC1)NC([C@@H](C)C1=NC(=CC=C1)C#N)=O)C1=C2N(N=C1)CC(C2)(C)C